7-((5-chloro-2-((2-(difluoromethoxy)-4-(4-(4-methylpiperazin-1-yl)piperidin-1-yl)phenyl)amino)pyrimidin-4-yl)amino)isoindolin-1-one ClC=1C(=NC(=NC1)NC1=C(C=C(C=C1)N1CCC(CC1)N1CCN(CC1)C)OC(F)F)NC=1C=CC=C2CNC(C12)=O